C(C)(C)(C)OC(=O)N1CCN(CC1)C1=C(C(=NC2=C(C(=C(C=C12)Cl)Br)F)NC)C#N 4-(7-bromo-6-chloro-3-cyano-8-fluoro-2-(methylamino)quinolin-4-yl)piperazine-1-carboxylic acid tert-butyl ester